CN=S(=O)(C1=CC=C(C=C1)[N+](=O)[O-])CCCNC(OCC1=CC=CC=C1)=O benzyl (3-(N-methyl-4-nitrophenylsulfonimidoyl)propyl)carbamate